N-(3-bromophenyl)-6,7-dimethoxyquinazolin-4-amine COC1=C(C=C2C(=C1)C(=NC=N2)NC3=CC(=CC=C3)Br)OC